selenochromone O1C=CC(C2=CC=CC=C12)=[Se]